3-bromo-5-{[(4-{[(2R,3R,4R,5S)-3,4,5-trihydroxy-2-(hydroxymethyl)piperidin-1-yl]methyl}phenyl)methyl]amino}benzonitrile BrC=1C=C(C#N)C=C(C1)NCC1=CC=C(C=C1)CN1[C@@H]([C@H]([C@@H]([C@H](C1)O)O)O)CO